CC[C@H](/C=C/C=C\\C/C=C\\C/C=C\\C=C\\[C@H](CCCC(=O)[O-])OO)O The molecule is an icosanoid anion arising from deprotonation of the carboxylic acid function of 5(S)-hydroperoxy-18(R)-hydroxy-(6E,8Z,11Z,14Z,16E)-icosapentaenoic acid; major species at pH 7.3. It is a conjugate base of a 5(S)-hydroperoxy-18(R)-hydroxy-(6E,8Z,11Z,14Z,16E)-icosapentaenoic acid.